NCCC1=CC(NC=C1)=O 4-(aminoethyl)pyridine-2(1H)-one